OCC=1C=C(N=NC1)OCCOC=1C=NC2=CC=C(C=C2C1)O 3-(2-((5-(hydroxymethyl)pyridazin-3-yl)oxy)ethoxy)quinolin-6-ol